C(CCCCCCCCCCCCCCC)N1C(=C(C(C2=C(C=C(C=C12)OCC1=CC=CC=C1)OCC1=CC=CC=C1)=O)OCC1=CC=CC=C1)C1=CC=CC=C1 N-hexadecyl-2-phenyl-3,5,7-tribenzyloxy-quinolin-4-one